CN([C@H]1C(N(CC1)C1=CC=CC=C1)=O)C=1C2=C(N=C(N1)C1=NC=CC=C1)CCC2 (3R)-3-{methyl[2-(pyridin-2-yl)-5H,6H,7H-cyclopenta[d]pyrimidin-4-yl]amino}-1-phenylpyrrolidin-2-one